(R)-3-(3-((5-chloro-1H-indol-2-yl)methyl)-1-methylureido)-N-methylpiperidine-1-carboxamide ClC=1C=C2C=C(NC2=CC1)CNC(N(C)[C@H]1CN(CCC1)C(=O)NC)=O